N-(6-(3-(5-ethyl-2-methoxyphenylsulfonamido)-2,6-difluorophenyl)quinazolin-2-yl)pivalamide C(C)C=1C=CC(=C(C1)S(=O)(=O)NC=1C(=C(C(=CC1)F)C=1C=C2C=NC(=NC2=CC1)NC(C(C)(C)C)=O)F)OC